(N-cyclohexylaminomethyl)-triethoxysilane C1(CCCCC1)NC[Si](OCC)(OCC)OCC